C(C)(C)[C@@H]1CC=2C=C(C(=NC2C=2N1C=C(C(C2)=O)C2=NNC(N2)=S)OC)OCCCOC (S)-6-Isopropyl-2-methoxy-3-(3-methoxypropoxy)-9-(5-thioxo-4,5-dihydro-1H-1,2,4-triazol-3-yl)-5,6-dihydro-10H-pyrido[1,2-h][1,7]naphthyridin-10-one